FC=1C=C(C=C(C1)F)[C@@H]1CC[C@H]2OC3(C(N21)=O)CCN(CC3)C3=CC=C(C=2N3N=CN2)C=2OC=CN2 (5'S,7a'R)-5'-(3,5-difluorophenyl)-1-(8-(oxazol-2-yl)-[1,2,4]triazolo[1,5-a]pyridin-5-yl)tetrahydro-3'H-spiro[piperidin-4,2'-pyrrolo[2,1-b]oxazol]-3'-one